(S)-N-(2,2,2-trifluoro-1-(5-fluoro-1-neopentyl-6-(2-(trifluoromethyl)pyridin-3-yl)-1H-indol-3-yl)ethyl)cyclopropanesulfonamide FC([C@H](C1=CN(C2=CC(=C(C=C12)F)C=1C(=NC=CC1)C(F)(F)F)CC(C)(C)C)NS(=O)(=O)C1CC1)(F)F